C1(CC1)C1=CC=C(C=C1)C1=C2C(=NNC2=CC=C1)NCC1=C(C(=O)O)C=CC=C1 (((4-(4-cyclopropylphenyl)-1H-indazol-3-yl)amino)methyl)benzoic acid